8-chloro-N-[2-ethyl-4-(trifluoromethoxy)phenyl]Quinolin-2-amine ClC=1C=CC=C2C=CC(=NC12)NC1=C(C=C(C=C1)OC(F)(F)F)CC